CC(CO)CCCC1=CC=CC=C1 2-methyl-5-phenyl-pentan-1-ol